2-(((1r,4r)-4-((3-(4-chlorophenyl)-3-phenylureido)methyl)cyclohexyl)methoxy)acetic acid ClC1=CC=C(C=C1)N(C(NCC1CCC(CC1)COCC(=O)O)=O)C1=CC=CC=C1